N-((1r,4r)-4-aminocyclohexyl)-2-(1H-imidazol-1-yl)-6-methyl-pyrimidine-4-carboxamide Formate C(=O)O.NC1CCC(CC1)NC(=O)C1=NC(=NC(=C1)C)N1C=NC=C1